C1=CC=C2C(=C1)C(=CC(=O)O2)[O-] The molecule is an organic anion that is the conjugate base of 4-hydroxycoumarin, obtained by deprotonation of the 4-hydroxy group. It is the major microspecies at pH 7.3 (according to Marvin v 6.2.0.). It is a conjugate base of a 4-hydroxycoumarin.